4,5,6,7-tetrahydro-5-methylthiazolo[5,4-C]pyridine-2-carboxylic acid hydrochloride Cl.CN1CC2=C(CC1)N=C(S2)C(=O)O